3-((7-(6-chloro-4-methyl-3-(pyrrolidin-3-yloxy)pyridin-2-yl)thieno[3,2-b]pyridin-2-yl)methyl)-6,6-dimethyl-3-azabicyclo[3.1.0]hexane-2,4-dione hydrochloride Cl.ClC1=CC(=C(C(=N1)C1=C2C(=NC=C1)C=C(S2)CN2C(C1C(C1C2=O)(C)C)=O)OC2CNCC2)C